(Z)-3-hexadecenol C(C\C=C/CCCCCCCCCCCC)O